tris(2-carboxyethyl)phosphine-hydrochloride Cl.C(=O)(O)CCP(CCC(=O)O)CCC(=O)O